N1C=NC=C1\C=C\1/C(NC2=CC=C(C=C12)C1=NC(=CN=C1)NC1CCCCC1)=O (Z)-3-((1H-Imidazol-5-yl)methylene)-5-(6-(cyclohexylamino)pyrazin-2-yl)indolin-2-one